4-chloro-2-(2-fluoro-3-methoxyphenyl)-5-methylphenol ClC1=CC(=C(C=C1C)O)C1=C(C(=CC=C1)OC)F